O[C@@H]1C[C@@H](CCC1)NC1=NC=C2N=C(N(C2=N1)C1CCC(CC1)C(=O)N)NC1=C(C=C(C=C1Cl)Cl)Cl (1S,4s)-4-(2-((1R,3S)-3-hydroxycyclohexylamino)-8-(2,4,6-trichlorophenylamino)-9H-purin-9-yl)cyclohexanecarboxamide